COC=1C=C(C=C2C(=NC=NC12)NCC=1N=NC(=CC1)C)C1=C(C=C(C=C1F)F)F 8-methoxy-N-((6-methylpyridazin-3-yl)methyl)-6-(2,4,6-trifluorophenyl)quinazolin-4-amine